(E)-4-(4-fluorophenyl)-2-p-fluorostyrylthiazole FC1=CC=C(C=C1)C=1N=C(SC1)\C=C\C1=CC=C(C=C1)F